[N-](S(=O)(=O)C(F)(F)F)S(=O)(=O)C(F)(F)F.C(C)[N+]1(CCCC1)CCC 1-ethyl-1-propylpyrrolidinium bis(trifluoromethanesulfonyl)imide salt